CS(=O)(=O)N1CCC(CC1)NC1=NN2C(C=C(C=C2)C=2C=NNC2)=N1 N-(1-(methylsulfonyl)piperidin-4-yl)-7-(1H-pyrazol-4-yl)-[1,2,4]triazolo[1,5-a]pyridin-2-amine